N-[1-[3-(3-fluorophenyl)-1,2,4-oxadiazol-5-yl]ethyl]-5,6,7,8-tetrahydroimidazo[1,2-a]pyridine-2-carboxamide FC=1C=C(C=CC1)C1=NOC(=N1)C(C)NC(=O)C=1N=C2N(CCCC2)C1